2,5-dipropoxybenzene C(CC)OC1=CC=C(C=C1)OCCC